3-fluorophenyl (amyl) thioether C(CCCC)SC1=CC(=CC=C1)F